NOCC(CC1=C(C=C(C=C1)Cl)Cl)NC(=O)C1=C(C=NC=2N1N=CC2)OC2=CC(=CC=C2)C2CC2 N-[1-(aminooxymethyl)-2-(2,4-dichlorophenyl)ethyl]-6-(3-cyclopropylphenoxy)pyrazolo[1,5-a]pyrimidine-7-carboxamide